FC(C=1C=C(C=CC1)S(=O)(=O)N1CC2(C1)CN(C2)C=O)(F)F [2-[3-(trifluoromethyl)phenyl]sulfonyl-2,6-diazaspiro[3.3]heptan-6-yl]methanone